C(C)(C)(C)NS(=O)(=O)C1=C(C=CC(=C1)NC(=O)OC[C@H]1N(CCC1)C)C1=CN=C(S1)C1CCC(CC1)NC(OC(C)C)=O isopropyl ((1S,4r)-4-(5-(2-(N-(tert-butyl)sulfamoyl)-4-(((((S)-1-methylpyrrolidin-2-yl)methoxy)carbonyl)amino)phenyl)thiazol-2-yl)cyclohexyl)carbamate